oxolan-2-yl-methyl methacrylate (tetrahydrofuranyl methacrylate) O1C(CCC1)C=C(C(=O)O)C.C(C(=C)C)(=O)OCC1OCCC1